(2S,3R,5S)-4-[[3-(2-fluoro-6-methoxy-phenyl)-5-methyl-5-(trifluoromethyl)tetrahydrofuran-2-carbonyl]amino]pyridine-2-carboxamide FC1=C(C(=CC=C1)OC)[C@@H]1[C@H](O[C@@](C1)(C(F)(F)F)C)C(=O)NC1=CC(=NC=C1)C(=O)N